C(C)(CC)O[Fe+] sec-butoxyiron (II)